FC(C=1C(=C(C=CC1)[C@@H](C)NC(=O)C1=CN(C(C=C1NC[C@H]1N(CCC1)C)=O)C1(CC1)C(F)F)F)F N-((R)-1-(3-(difluoromethyl)-2-fluorophenyl)ethyl)-1-(1-(difluoromethyl)cyclopropyl)-4-((((S)-1-methylpyrrolidin-2-yl)methyl)amino)-6-oxo-1,6-dihydropyridine-3-carboxamide